[4-(3,6-dimethyl-oxy-9H-carbazole-9-yl)butyl]phosphonic acid COC=1C=CC=2N(C3=CC=C(C=C3C2C1)OC)CCCCP(O)(O)=O